N1CCC(CC1)C(=O)N Piperidine-4-formamide